5-chloro-N4-(2-(isopropylsulfonyl)phenyl)-N2-(2-methoxy-5-((1-methyl-1H-pyrazol-4-yl)amino)-4-(4-(4-methylpiperazin-1-yl)piperidin-1-yl)phenyl)pyrimidine-2,4-diamine ClC=1C(=NC(=NC1)NC1=C(C=C(C(=C1)NC=1C=NN(C1)C)N1CCC(CC1)N1CCN(CC1)C)OC)NC1=C(C=CC=C1)S(=O)(=O)C(C)C